C(C)(C)(C)C(C1=CC(=C(C=C1)O)C)P([O-])([O-])=O T-butyl-4-hydroxy-3-methylbenzylphosphonat